Ethyl 5-methoxy-1H-pyrrolo[2,3-c]pyridine-2-carboxylate COC=1C=C2C(=CN1)NC(=C2)C(=O)OCC